FC1=CC=C(OC2=CC=C(C(=O)N3CCC(CC3)C=3C(=CC(=NC3)N)OC)C=C2)C=C1 5-{1-[4-(4-fluorophenoxy)benzoyl]piperidin-4-yl}-4-methoxypyridin-2-amine